rac-{4-[1-{[4-(2-chloro-4-methoxy-5-methylphenyl)-5-methyl-1,3-thiazol-2-yl](prop-2-yn-1-yl)amino}-2-cyclopropylethyl]-2-fluorophenyl}methanol ClC1=C(C=C(C(=C1)OC)C)C=1N=C(SC1C)N([C@H](CC1CC1)C1=CC(=C(C=C1)CO)F)CC#C |r|